2-((4-(6-((2-chloro-4-cyanobenzofuran-7-yl)methoxy)pyridin-2-yl)cyclohex-3-en-1-yl)methyl)-1-(((S)-oxetan-2-yl)methyl)-1H-benzo[d]imidazole-6-carboxylic acid ClC=1OC2=C(C1)C(=CC=C2COC2=CC=CC(=N2)C2=CCC(CC2)CC2=NC1=C(N2C[C@H]2OCC2)C=C(C=C1)C(=O)O)C#N